C1(NCC12CCNCC2)C(=O)O 2,7-diazaspiro[3.5]nonanoic acid